C(#C)C1=CC(=C(C=C1)[C@H](C)NC(OC(C)(C)C)=O)O tert-butyl N-[(1S)-1-(4-ethynyl-2-hydroxy-phenyl)ethyl]carbamate